FC=1C=C2C(=C(NC2=C(C1)F)C)CCNC1=NC(=NC2=C1OCCN2)C=2C(=NC=CC2)O 3-(4-((2-(5,7-difluoro-2-methyl-1H-indol-3-yl)ethyl)amino)-7,8-dihydro-6H-pyrimido[5,4-b][1,4]oxazin-2-yl)pyridin-2-ol